dibenzyl-[(2S,2'S)-1,1'-bis((1H-benzo[d]imidazol-2-yl)methyl)-2,2'-bipyrrolidine] hafnium [Hf].C(C1=CC=CC=C1)[C@]1(N(CCC1)CC1=NC2=C(N1)C=CC=C2)[C@@]2(N(CCC2)CC2=NC1=C(N2)C=CC=C1)CC1=CC=CC=C1